Cl.FC([C@H](N)C1=CC=C(C=C1)Cl)(F)F (R)-2,2,2-trifluoro-1-(4-chlorophenyl)ethan-1-amine hydrochloride